[Na+].COCS(=O)(=O)[O-] methoxymethylsulfonic acid sodium salt